(1R,3S)-2,2-dimethylcyclobutane CC1(CCC1)C